CC=1C=C(C(=O)N[C@H](C(C)C)C(=O)O)C=CC1C (3,4-dimethylbenzoyl)-D-valine